CN(CCC1=CNC2=CC=CC=C12)C dimethyl-tryptamine